N-[4-[(6,7-Dimethoxy-1,5-naphthyridin-4-yl)oxy]-3-fluorophenyl]-6-(4-fluorophenyl)-7-oxo-2,3,5,6-tetrahydro-1H-indolizine-8-carboxamide COC=1N=C2C(=CC=NC2=CC1OC)OC1=C(C=C(C=C1)NC(=O)C=1C(C(CN2CCCC12)C1=CC=C(C=C1)F)=O)F